1-phenyl-3-(4-chlorophenyl)-3-hydroxy-1-propanone C1(=CC=CC=C1)C(CC(O)C1=CC=C(C=C1)Cl)=O